tert-Butyl 4-((2R,3R)-1-(6-(6',7'-dihydrospiro[piperidine-4,4'-pyrano[4,3-d]thiazol]-1-yl)-2-(trifluoromethyl)pyrimidin-4-yl)-2-methylazetidin-3-yl)piperazine-1-carboxylate N1=CSC2=C1CCOC21CCN(CC1)C1=CC(=NC(=N1)C(F)(F)F)N1[C@@H]([C@@H](C1)N1CCN(CC1)C(=O)OC(C)(C)C)C